6-piperazin-1-yl-pyrimidin-4-amine N1(CCNCC1)C1=CC(=NC=N1)N